4-bromo-6,7-dihydrocyclopenta[f]indazol-5(1H)-one BrC1=C2C=NNC2=CC2=C1C(CC2)=O